heptyl-octane C(CCCCCC)CCCCCCCC